FC(F)(F)C1=NC=CC(=C1)C(=O)N trifluoromethylpyridine-4-carboxamide